(3,4-dihydroquinolin-1(2H)-yl)(4-(5-(2-fluorophenyl)-5-(trifluoromethyl)-4,5-dihydroisoxazol-3-yl)phenyl)methanone N1(CCCC2=CC=CC=C12)C(=O)C1=CC=C(C=C1)C1=NOC(C1)(C(F)(F)F)C1=C(C=CC=C1)F